1-(3-Methoxyphenethyl)cyclobutane-1-carboxylic acid ethyl ester C(C)OC(=O)C1(CCC1)CCC1=CC(=CC=C1)OC